FC(OC=1C=C(C=CC1)C=1C=CC2=C(C3N(CCC2C3)C(=O)C3CCN(CC3)C(=O)OC(C)(C)C)C1)(F)F tert-Butyl 4-(8-(3-(trifluoromethoxy)phenyl)-2,3,4,5-tetrahydro-1H-1,5-methanobenzo[c]azepine-2-carbonyl)piperidine-1-carboxylate